OC1=C(SC(=C1O)C(=O)O)C(=O)O 3,4-dihydroxythiophene-2,5-dicarboxylic acid